(4-methoxy-2-pyridinyl)methanone Methyl-2-(chloromethyl)-4-fluoro-1-(2-methoxyethyl)-5-(phenylamino)-1H-benzo[d]imidazole-6-carboxylate COC(=O)C=1C(=C(C2=C(N(C(=N2)CCl)CCOC)C1)F)NC1=CC=CC=C1.COC1=CC(=NC=C1)C=O